1-(5-((4-(5-methylthiophen-3-yl)-3,6-dihydropyridin-1(2H)-yl)methyl)-1-oxoisoindolin-2-yl)dihydropyrimidine-2,4(1H,3H)-dione CC1=CC(=CS1)C=1CCN(CC1)CC=1C=C2CN(C(C2=CC1)=O)N1C(NC(CC1)=O)=O